C(=O)(O)[C@H](CC(=O)C1=CC2=C(S1)C=C(C(=C2)OCC(COC=2C=C1CN(CC1=CC2OC)C(C[C@@H](C(=O)O)C)=O)(C)C)OC)C (S)-4-(5-(3-((2-((S)-3-carboxybutanoyl)-6-methoxybenzo[b]thiophen-5-yl)oxy)-2,2-dimethyl-propoxy)-6-methoxy-isoindolin-2-yl)-2-methyl-4-oxobutanoic acid